4,4-difluorohexanoic acid methyl ester COC(CCC(CC)(F)F)=O